C1(=CC=C(C=C1)OCCO)C1=CC=C(C=C1)OCCO 2,2'-[1,1'-biphenyl]-4,4'-diylbis(oxy)bisethanol